α,α-bis(hydroxymethyl)butyric acid OCC(C(=O)O)(CC)CO